S(=O)(=O)(OC=CCCCC)[O-] 4-butylvinyl sulfate